BrC=1C=NN(C1)C1=CC=C(C=C1)F 4-bromo-1-(4-fluorophenyl)-1H-pyrazole